CN(C1=CC(=CN=N1)C1OCCC(C1)C(=O)N)C 2-[6-(dimethylamino)pyridazin-4-yl]tetrahydropyran-4-carboxamide